4-(2-butyl-octyl)-2-methyl-thiophene tert-butyl-6-oxo-6,8-dihydro-2H-spiro[benzo[2,1-b:3,4-c']difuran-3,4'-piperidine]-1'-carboxylate C(C)(C)(C)OC(=O)N1CCC2(CC1)C1=C(OC2)C=2COC(C2C=C1)=O.C(CCC)C(CC=1C=C(SC1)C)CCCCCC